[Si](C)(C)(C(C)(C)C)OC1C=2C=CC(=NC2CCC1)CO (5-((tert-butyldimethylsilyl)oxy)-5,6,7,8-tetrahydroquinolin-2-yl)methanol